(2-(2,6-dimethylpyridin-4-yl)-6-methyl-7-oxo-1-tosyl-6,7-dihydro-1H-pyrrolo[2,3-c]pyridin-4-yl)boronic acid CC1=NC(=CC(=C1)C1=CC2=C(C(N(C=C2B(O)O)C)=O)N1S(=O)(=O)C1=CC=C(C)C=C1)C